Cl[Si]([Si](C=C)(C=C)C=C)(C=C)C=C 1-chloro-1,1,2,2,2-pentavinyldisilane